5-methylfuran-2-carbohydrazide CC1=CC=C(O1)C(=O)NN